C(C)(C)C1=CC=NC(=C1N)C(C)C 4,6-diisopropylpyridin-5-amine